Methyl 5-(but-3-en-1-yl)-2-formylbenzoate C(CC=C)C=1C=CC(=C(C(=O)OC)C1)C=O